2-(5-(4-((1r,3r)-3-aminocyclobutoxy)-2-fluorophenyl)pyridin-2-yl)-N-benzylacetamide hydrochloride Cl.NC1CC(C1)OC1=CC(=C(C=C1)C=1C=CC(=NC1)CC(=O)NCC1=CC=CC=C1)F